FC1=CN=CC2=C1N=C(N=C2NC)OC[C@]21CCCN1C[C@@H](C2)F 8-fluoro-2-(((2R,7aS)-2-fluorotetrahydro-1H-pyrrolizin-7a(5H)-yl)methoxy)-N-methylpyrido[4,3-d]pyrimidin-4-amine